ClC=1C(=C(C=CC1OCC1COC1)NC1=NC=NC2=CC=C(C=C12)C1CN(CCC1)C(=O)OC(C)(C)C)F tert-Butyl 3-(4-((3-chloro-2-fluoro-4-(oxetan-3-ylmethoxy)phenyl)amino)quinazolin-6-yl)piperidine-1-carboxylate